S(SC1=C(C=CC(=C1)[N+](=O)[O-])Cl)C1=C(C=CC(=C1)[N+](=O)[O-])Cl 1,1'-disulfanediylbis(2-chloro-5-nitrobenzene)